1-(3,4-difluorobenzyl)guanidine FC=1C=C(CNC(=N)N)C=CC1F